CN(C)CCCNCCCN(C)C bis(N,N-dimethyl-aminopropyl)amine